(S)-2-(2-fluoropyridin-3-yl)-5-(4-(4-methylpyrazolo[1,5-a]pyridin-2-yl)-1,4,6,7-tetrahydro-5H-imidazo[4,5-c]pyridin-5-yl)-1,3,4-oxadiazole FC1=NC=CC=C1C=1OC(=NN1)N1[C@@H](C2=C(CC1)NC=N2)C2=NN1C(C(=CC=C1)C)=C2